4-(2-(2-(benzyloxy)ethoxy)ethoxy)-N-(3-methoxybenzyl)-N-(4-morpholinobenzyl)aniline C(C1=CC=CC=C1)OCCOCCOC1=CC=C(N(CC2=CC=C(C=C2)N2CCOCC2)CC2=CC(=CC=C2)OC)C=C1